FC1(CC(C1)(C)CN1N=C(C(=C1C(=O)NC1=CC(=NC=C1)S(=O)(=N)C)C(F)(F)F)C1C(C1)(F)F)F 1-((3,3-difluoro-1-methylcyclobutyl)methyl)-3-(2,2-difluorocyclopropyl)-N-(2-(S-methylsulfonimidoyl)pyridin-4-yl)-4-(trifluoromethyl)-1H-pyrazole-5-carboxamide